C(C)OC([C@@H](C[C@@H](CC1=CC=C(C=C1)C1=CC=CC=C1)NC(CCC(=O)O)=O)C)=O (2r,4s)-5-(biphenyl-4-yl)-4-[(3-carboxypropionyl)amino]-2-methylpentanoic acid ethyl ester